[1-[(1R)-1-[(1R,2R)-2-[(2-isopropyl-2-methyl-chroman-4-yl)carbamoyl]cyclopropyl]-3-methoxy-propyl]-4,4-dimethyl-6-oxo-hexahydropyrimidin-2-ylidene]ammonium C(C)(C)C1(OC2=CC=CC=C2C(C1)NC(=O)[C@H]1[C@@H](C1)[C@@H](CCOC)N1C(NC(CC1=O)(C)C)=[NH2+])C